ONC(=O)C1=CC2=C(OCC(N2CC2=CC(=C(C=C2)OC)C(F)(F)F)=O)C=C1 N-hydroxy-4-(4-methoxy-3-(trifluoromethyl)benzyl)-3-oxo-3,4-dihydro-2H-benzo[b][1,4]oxazine-6-carboxamide